ClC1=C(C(=CC=C1)NC1=NN=NN1C)N 3-Chloro-N1-(1-methyl-1H-tetrazol-5-yl)benzene-1,2-diamine